1,3-dichloro-2,3,3-trifluoropropene ClC=C(C(F)(F)Cl)F